CC1=NSC=C1[C@@]1(NC(NC1=O)=O)CNC(C1=C(C=CC=C1)C=1C=NC(=CC1)C(F)(F)F)=O |r| rac-N-{[4-(3-methyl-1,2-thiazol-4-yl)-2,5-dioxoimidazolidin-4-yl]methyl}-2-[6-(trifluoromethyl)pyridin-3-yl]benzamide